(S)-2-amino-N-(4-(benzylthio)-3-(trifluoromethyl)phenyl)-3-phenylpropionamide hydrochloride Cl.N[C@H](C(=O)NC1=CC(=C(C=C1)SCC1=CC=CC=C1)C(F)(F)F)CC1=CC=CC=C1